C(CCCCCCCC)(=O)[C@]([C@H](CO)O)(O)[C@](O)([C@](O)(COC(CCCCCCCC)=O)C(CCCCCCCC)=O)C(CCCCCCCC)=O 3,4,5,6-O-tetranonanoyl-sorbitol